FC1(CN(C[C@@H]1OC1=CC2=C(C=N1)C=NN2CC(F)(F)F)C2=CC(=NC(=C2)C=2C(=NC(=NC2)OC)OC)C#N)F (S)-4-(3,3-difluoro-4-((1-(2,2,2-trifluoroethyl)-1H-pyrazolo[4,3-c]pyridin-6-yl)oxy)pyrrolidin-1-yl)-6-(2,4-dimethoxypyrimidin-5-yl)picolinonitrile